COC(=O)C1(CCNCC1)NC(=O)OC(C)(C)C 4-[(tert-butoxyCarbonyl)amino]piperidine-4-carboxylic acid methyl ester